CO[C@@H]1CC[C@H](CC1)NC(=O)C=1C=NN2C1C=C(C=C2)C2=CNC=1N=C(N=CC12)NCC(C)(C)C N-(trans-4-methoxycyclohexyl)-5-(2-(neopentylamino)-7H-pyrrolo[2,3-d]pyrimidin-5-yl)pyrazolo[1,5-a]pyridine-3-carboxamide